COC=1C=CC2=C(N(C=N2)C)C1CNC(=O)NC1=CC=CC=C1 1-((6-methoxy-1-methyl-1H-benzimidazol-7-yl)methyl)-3-phenylurea